FC=1C=C(C=C(C1)OC)C1=CC=C(C=C1)CC=1C(=C(SC1C)C)C(=O)NC1CC2(CC(C2)C(=O)O)C1 (2R,4R,6R)-6-(4-((3'-fluoro-5'-methoxy-[1,1'-biphenyl]-4-yl)methyl)-2,5-dimethylthiophene-3-carboxamido)spiro[3.3]heptane-2-carboxylic acid